dihydrocinnamoyl-CoA C(CCC1=CC=CC=C1)(=O)SCCNC(CCNC([C@@H](C(COP(OP(OC[C@@H]1[C@H]([C@H]([C@@H](O1)N1C=NC=2C(N)=NC=NC12)O)OP(=O)(O)O)(=O)O)(=O)O)(C)C)O)=O)=O